N1=[13CH]N=[13C]2N=[13CH]N[13C]2=[13C]1N adenine-13C5